O[C@@H](C(=O)O)CCC(C)(C)C (R)-2-hydroxy-5,5-dimethylhexanoic acid